3-phenyl-1-hydroxybut-2-ene C1(=CC=CC=C1)C(=CCO)C